C(C)O/C=C/C1=NC(=CC(=C1)F)F (E)-2-(2-ethoxyvinyl)-4,6-difluoropyridine